CC1(CCNCC1)C=1OC2=C(N1)C=C(C=C2)C 4-methyl-4-(5-methyl-1,3-benzoxazol-2-yl)piperidin